ClC1=CC=2CC3(N(C(C2C=C1)=O)CCN3C3=CC=CC=C3)C(F)(F)F 8-Chloro-1-phenyl-10a-(trifluoromethyl)-2,3,10,10a-tetrahydroimidazo[1,2-b]isoquinolin-5(1H)-one